C(C)(C)(C)C(C(=O)[O-])(C(=O)[O-])CCCCCCCCC.[K+].[Na+] sodium potassium 2-(tert-butyl)-2-nonylmalonate